(5R,8S)-N-(2,3-dichloro-benzyl)-5-fluoro-8-hydroxy-5,6,7,8-tetrahydro-quinoline-5-carboxamide ClC1=C(CNC(=O)[C@@]2(C=3C=CC=NC3[C@H](CC2)O)F)C=CC=C1Cl